ClC=1C=C(C=CC1S(=O)(=O)C)NC=1SC=C(N1)C1=CC(=NC=C1)OC N-(3-chloro-4-(methylsulfonyl)phenyl)-4-(2-methoxypyridin-4-yl)thiazol-2-amine